CC=1C(=C(C=CC1)C(CN)N)[N+](=O)[O-] (3-methyl-2-nitrophenyl)ethane-1,2-diamine